NC1=NC(=CC=C1)C 2-amino-6-methylpyridine